NC1=NC=CC(=C1Cl)OC1=C(C=C(C=C1)NC(=O)C=1C(N(C=CC1OCC(P(O)(O)=O)P(O)(O)=O)C1=CC=C(C=C1)F)=O)F (2-((3-((4-((2-amino-3-chloropyridin-4-yl)oxy)-3-fluorophenyl)carbamoyl)-1-(4-fluorophenyl)-2-oxo-1,2-dihydropyridin-4-yl)-oxy)ethane-1,1-diyl)-diphosphonic acid